ClC1=NC=C(C(=C1)C1=C(C=NC(=C1)C)C(=O)NC=1SC(=NN1)OC1CCC(CC1)O)OC 2'-chloro-N-(5-(((1s,4s)-4-hydroxycyclohexyl)oxy)-1,3,4-thiadiazol-2-yl)-5'-methoxy-6-methyl-[4,4'-bipyridine]-3-carboxamide